4-(methacryloylamino)butyltrimethylammonium iodide [I-].C(C(=C)C)(=O)NCCCC[N+](C)(C)C